[F-].C(CCC)[NH+]1CCC(CC1)C 1-Butyl-4-Methylpiperidinium fluorid